C1(CC1)S(=O)(=O)NC1=CC(=NC=C1)C1(COCC1)NC(=O)C=1SC(=CN1)C1=NC(=CN=C1)OCC N-(3-(4-(cyclopropanesulfonamido)pyridin-2-yl)tetrahydrofuran-3-yl)-5-(6-ethoxypyrazin-2-yl)thiazole-2-carboxamide